ClC1=CC(=C2C(C(=CN(C2=N1)C1=NC(=NS1)C=1C=NC(=CC1)C)C(=O)[O-])=O)C 7-chloro-5-methyl-1-[3-(6-methylpyridin-3-yl)-1,2,4-thiadiazol-5-yl]-4-oxo-1,4-dihydro-1,8-naphthyridine-3-carboxylate